ClC=1NC(=CC1)CCl 2-chloro-5-(chloromethyl)azole